9-Vinylanthracene C(=C)C=1C2=CC=CC=C2C=C2C=CC=CC12